OC1=C(C(=CC(=C1CN(C(C)=O)C)CCCCC)O)C1CCCC(=C1)C N-((2,6-dihydroxy-5'-methyl-4-pentyl-1',2',3',4'-tetrahydro-[1,1'-biphenyl]-3-yl)methyl)-N-methylacetamide